5-chloro-N-((1r,4r)-4-((3-(4-fluoro-2-methylphenyl)-2-oxo-2,3-dihydro-1H-benzo[d]imidazol-1-yl)methyl)cyclohexyl)-2-methylnicotinamide ClC=1C=NC(=C(C(=O)NC2CCC(CC2)CN2C(N(C3=C2C=CC=C3)C3=C(C=C(C=C3)F)C)=O)C1)C